1-tridecanoyl-2-tetradecanoyl-glycero-3-phosphocholine C(CCCCCCCCCCCC)(=O)OCC(OC(CCCCCCCCCCCCC)=O)COP(=O)([O-])OCC[N+](C)(C)C